C1(CC1)C1=C(C(=NO1)C1=C(C=CC=C1Cl)Cl)C1=CC2(C1)CCN(CC2)C=2C=C1C(=CC=NC1=CC2)C(F)(F)F 6-(2-(5-Cyclopropyl-3-(2,6-dichlorophenyl)isoxazol-4-yl)-7-azaspiro[3.5]non-1-en-7-yl)-4-(trifluoromethyl)chinolin